2-((1r,2s)-1-(2-cyano-5-fluorophenyl)-1-(1,3-dimethyl-1H-pyrazol-4-yl)propan-2-yl)-5-hydroxy-N-(isoxazol-4-yl)-1-methyl-6-oxo-1,6-dihydropyrimidine-4-carboxamide C(#N)C1=C(C=C(C=C1)F)[C@@H]([C@H](C)C=1N(C(C(=C(N1)C(=O)NC=1C=NOC1)O)=O)C)C=1C(=NN(C1)C)C